4-bromo-N1-ethyl-3-methoxybenzene-1,2-diamine BrC=1C(=C(C(=CC1)NCC)N)OC